CN1N=CN=C1Br 1-methyl-5-bromo-1,2,4-triazole